F[C@@H]1CC=2N(N=C(C2)C=2C=C(C=CC2NC2=NC=C(C=C2)C(F)(F)F)S(=O)(=O)N(C)CC2=CC=C(C=C2)OC)C1 (R)-3-(5-fluoro-5,6-dihydro-4H-pyrrolo[1,2-b]pyrazol-2-yl)-N-(4-methoxybenzyl)-N-Methyl-4-((5-(trifluoromethyl)pyridin-2-yl)amino)benzenesulfonamide